COC1=CC=C(C=N1)CN1N=C2N([C@@H](CCC2)C(=O)O)C1=O (5S)-2-[(6-Methoxypyridin-3-yl)methyl]-3-oxo-2,3,5,6,7,8-hexahydro[1,2,4]triazolo[4,3-a]pyridine-5-carboxylic acid